N1=C(C=CC=2CCCNC12)CCCCO[C@H]1CN(CC1)C(C(=O)O)C1=C(C=CC=C1)C1OCCC1 2-((R)-3-(4-(5,6,7,8-tetrahydro-1,8-naphthyridin-2-yl)butoxy)pyrrolidin-1-yl)-2-(2-(tetrahydrofuran-2-yl)phenyl)acetic acid